(1-cyclopentyl-3-(trifluoromethyl)-1H-pyrazol-4-yl)boronic acid C1(CCCC1)N1N=C(C(=C1)B(O)O)C(F)(F)F